4-(bromoethyl)-7-methoxy-2H-chromen-2-one BrCCC1=CC(OC2=CC(=CC=C12)OC)=O